CN(CCC(C(=O)O)=C)C 2-(dimethylamino)ethylacrylic acid